N-(trans-4-aminocyclohexyl)-4-(furo[3,2-c]pyridin-4-yl)benzamide N[C@@H]1CC[C@H](CC1)NC(C1=CC=C(C=C1)C1=NC=CC2=C1C=CO2)=O